OC1=CC(=C2CCCNC2=C1)C1(CC1)NC(C1=C(C=CC(=C1)OC[C@H]1N(CC1)C)C)=O (s)-N-(1-(7-Hydroxy-1,2,3,4-tetrahydroquinolin-5-yl)cyclopropyl)-2-methyl-5-((1-methylazetidin-2-yl)methoxy)benzamide